C(C)OC1=C(C=CC(=C1)OCC)C1=NC(=CC(=C1)C1=CC=C(C=C1)NC1=CC=C(C=C1)CCCCC)C1=C(C=C(C=C1)OCC)OCC 2,6-bis(2,4-diethyloxyphenyl)-4-(4-(4-pentylphenyl)aminophenyl)pyridine